[Li].C(OC)COC glyme-lithium salt